ClC1=NC=C(C=C1B(O)O)C(F)(F)F 2-CHLORO-5-(TRIFLUOROMETHYL)PYRIDINE-3-BORONIC ACID